Cl[C@H]1[C@H](Cl)[C@H](Cl)[C@@H](Cl)[C@H](Cl)[C@H]1Cl Alpha-hexachlorocyclohexane